tert-butyl 4-(6-(1-((2-(trimethylsilyl)ethoxy)methyl)-1H-benzo[d]imidazol-6-yl)pyrazolo[1,5-a]pyridin-3-yl)piperazine-1-carboxylate C[Si](CCOCN1C=NC2=C1C=C(C=C2)C=2C=CC=1N(C2)N=CC1N1CCN(CC1)C(=O)OC(C)(C)C)(C)C